acryloylaminopropyl-N-ethyl-N,N-dimethylammonium C(C=C)(=O)NCCC[N+](C)(C)CC